N1N=CC2=CC=CC(=C12)C1=CC=C(CN2C3=NC(=NC=C3N(C2=O)C)C2=C(C=CC=C2)C(C)C)C=C1 9-(4-(1H-indazol-7-yl)benzyl)-2-(2-isopropylphenyl)-7-methyl-7,9-dihydro-8H-purin-8-one